N1C[C@@H](CCC1)CN1CCC(CC1)N1CCC(CC1)N1C[C@H]2N(C=3C(=NN=C(C3)C3=C(C=CC=C3)O)NC2)CC1 2-((S)-8-(1'-((R)-piperidin-3-ylmethyl)-[1,4'-bipiperidin]-4-yl)-6,6a,7,8,9,10-hexahydro-5H-pyrazino[1',2':4,5]pyrazino[2,3-c]pyridazin-2-yl)phenol